(R)-(+)-1-(4-bromobenzyl)-4-[(3-cyclopentyloxy)-4-methoxyphenyl]-2-pyrrolidinone BrC1=CC=C(CN2C(C[C@@H](C2)C2=C(C=C(C=C2)OC)OC2CCCC2)=O)C=C1